C1(=CC=CC=C1)[C@H](C)NC1=CC(N(C(N1)=O)[C@H]1COCCC1)=O 6-(((S)-1-phenylethyl)amino)-3-((R)-tetrahydro-2H-pyran-3-yl)pyrimidine-2,4(1H,3H)-dione